4-(6-((2-hydroxyethyl)amino)-4-iodopyridin-2-yl)piperazine-1-carboxylic acid tert-butyl ester C(C)(C)(C)OC(=O)N1CCN(CC1)C1=NC(=CC(=C1)I)NCCO